C1(=CC=CC=C1)OP(OC1=CC=CC=C1)(=O)[N@@]1[C@H](C1)C (S)-Diphenyl(2-Methylaziridin-1-Yl)Phosphonate